FC1=C(COC(=O)C2C(C2C=CC)(C)C)C(=C(C(=C1F)C)F)F 2,3,5,6-tetrafluoro-4-methylbenzyl-3-(1-propenyl)-2,2-dimethylcyclopropanecarboxylate